NC(CCN(NC([C@H](CC(C)C)NC(=O)C=1C=NOC1C)=O)C(CCl)=O)=O (S)-N-(1-(2-(3-amino-3-oxo-propyl)-2-(2-chloroacetyl)hydrazino)-4-methyl-1-oxo-pentan-2-yl)-5-methylisoxazole-4-carboxamide